3,5-dimethyl-2-[5-methylsulfonyl-7-[1-methyl-3-piperidyl]-1,8-naphthyridin-2-yl]phenol CC=1C(=C(C=C(C1)C)O)C1=NC2=NC(=CC(=C2C=C1)S(=O)(=O)C)C1CN(CCC1)C